FC=1C(=NC=CC1)C(C)(C)NC1=NC=C(C=N1)C=1SC=C(N1)CC(=O)N 2-[2-(2-{[1-(3-fluoro(2-pyridyl))-isopropyl]amino}pyrimidin-5-yl)-1,3-thiazol-4-yl]acetamide